FC(S(=O)(=O)OC1=C2C=NNC2=CC2=C1C=CS2)(F)F 1H-thieno[3,2-f]indazol-4-yl trifluoromethanesulfonate